2-bromo-2,2-difluoro-N-[2',3',5',6,6'-pentafluoro-4-hydroxy-4'-(trifluoromethyl)-[1,1'-biphenyl]-3-yl]acetamide BrC(C(=O)NC=1C=C(C(=CC1O)F)C1=C(C(=C(C(=C1F)F)C(F)(F)F)F)F)(F)F